F\C(\C(=O)OCC)=C/C1=NC(=NC=C1)C ethyl (Z)-2-fluoro-3-(2-methylpyrimidin-4-yl)acrylate